3-Amino-8-(3,5-difluorophenyl)-7-fluoro-N-propylimidazo[1,2-a]pyridine-2-carboxamide NC1=C(N=C2N1C=CC(=C2C2=CC(=CC(=C2)F)F)F)C(=O)NCCC